[3-[2-[2-[2-[2-[2-[tert-butoxycarbonyl (methyl) amino] ethoxy] ethoxy]ethoxy]ethoxy]ethoxy]cyclobutyl] 4-methylbenzenesulfonate CC1=CC=C(C=C1)S(=O)(=O)OC1CC(C1)OCCOCCOCCOCCOCCN(C)C(=O)OC(C)(C)C